FC(OC1=CC(=C(C(=C1)C(C)C)NC(=O)N=[S@](=O)(N)C1=CN=C(S1)C(C)(C)O)CC)F (R)-N'-(4-(difluoromethoxy)-2-ethyl-6-isopropylphenylcarbamoyl)-2-(2-hydroxypropan-2-yl)thiazole-5-sulfonimidamide